N1CC(C1)S(=O)(=O)C1=CC=C(OCC2CC(N(C2)CCC=2C=C(C#N)C=CC2)C)C=C1 3-[2-(4-{[4-(azetidine-3-sulfonyl)phenoxy]methyl}-2-methylpyrrolidin-1-yl)ethyl]benzonitrile